diphenyl-didecyl(2,2,4-trimethyl-1,3-pentanediol) diphosphite OP(O)OP(O)O.C1(=CC=CC=C1)C(CCCCCCCCCC(C(C(C(C)C)O)(C)C)(O)CCCCCCCCCC)C1=CC=CC=C1